N-(4-((S)-2-(2-cyclopropylpyrimidin-5-yl)propyl)-6-(((R)-1-hydroxy-4-methylpent-2-yl)amino)-1,3,5-triazin-2-yl)methanesulfonamide C1(CC1)C1=NC=C(C=N1)[C@H](CC1=NC(=NC(=N1)N[C@@H](CO)CC(C)C)NS(=O)(=O)C)C